C1N(CCC2=CC=CC=C12)[C@H]1[C@@H](CNCC1)O trans-4-(3,4-dihydroisoquinoline-2(1H)-yl)piperidin-3-ol